tert-butyl-4-(4-((6-([3,4'-bipyridin]-4-ylthio)hexyl)amino)-2-methylphenyl)piperazine C(C)(C)(C)N1CCN(CC1)C1=C(C=C(C=C1)NCCCCCCSC1=C(C=NC=C1)C1=CC=NC=C1)C